OC(C)(C)C=1SC(=CN1)[S@@](=O)(N)=NC(NC1=C2CCC(C2=CC=2CCCC12)=O)=O (R)-2-(2-Hydroxy-propan-2-yl)-N'-((1-oxo-1,2,3,5,6,7-hexahydro-s-indacen-4-yl)carbamoyl)thiazole-5-sulfonimidamide